benzo[cd]indol-1-ium [NH+]1=CC2=C3C(C=CC=C13)=CC=C2